ClC1=C(O[C@@H](C(=O)O)C)C=CC(=C1)Cl R-2-(2,4-dichloro-phenoxy)propanoic acid